O1C=C(C2=C1C=CC=C2)C[C@@H](B2OC1[C@H](O2)C[C@H]2C([C@@H]1C2)(C)C)NC(OCCC2=CC(=CC=C2)C=C(C2=NC=CC=C2)C#N)=O 3-(2-cyano-2-(pyridin-2-yl)vinyl)phenethyl ((1R)-2-(benzofuran-3-yl)-1-((4S,6S,7aR)-5,5-dimethylhexahydro-4,6-methanobenzo[d][1,3,2]dioxaborol-2-yl)ethyl)carbamate